CC1=NNC(C2=CC=C(C=C12)N1CCN(CC1)C[C@@H]1CNCCO1)=O 4-methyl-6-(4-(((S)-morpholin-2-yl)methyl)piperazin-1-yl)-1-oxophthalazine